2-(Piperidin-1-yl)-N-(pyridin-2-ylmethyl)ethan-1-amine N1(CCCCC1)CCNCC1=NC=CC=C1